(2S,4R)-1-[(2S)-2-(4-cyclopropyltriazol-1-yl)-3,3-dimethyl-butanoyl]-4-hydroxy-N-[(1R,2S)-2-(4-isopropylphenyl)cyclopropyl]pyrrolidine-2-carboxamide C1(CC1)C=1N=NN(C1)[C@H](C(=O)N1[C@@H](C[C@H](C1)O)C(=O)N[C@H]1[C@@H](C1)C1=CC=C(C=C1)C(C)C)C(C)(C)C